CC=1OC2=C(C1C(=O)OCC)C=C(C=C2)CCC2=CC=CC=C2 ethyl 2-methyl-5-phenethylbenzofuran-3-carboxylate